(S)-2-((R)-3-Methyl-morpholin-4-yl)-9-(4H-[1,2,4]triazol-3-yl-methyl)-8-trifluoromethyl-6,7,8,9-tetrahydro-pyrimido[1,2-a]-pyrimidin-4-one C[C@H]1N(CCOC1)C=1N=C2N(C(C1)=O)CC[C@H](N2CC2=NN=CN2)C(F)(F)F